C(CC(C=CCCCCCCCC)O)O tridec-4-ene-1,3-diol